1-(4-((4-((4-((2H-tetrazol-5-yl)methyl)piperidin-1-yl)methyl)phenyl)amino)-5-oxo-5,6-dihydropyrimido[4,5-d]pyridazin-2-yl)piperidine-4-carbonitrile N=1NN=NC1CC1CCN(CC1)CC1=CC=C(C=C1)NC1=NC(=NC=2C=NNC(C21)=O)N2CCC(CC2)C#N